C(C)OC=1C(=NC(=NC1)NC1=CC=C(C(=O)NC2=C(C=CC(=C2)CN2CCOCC2)C)C=C1)C1=CC=C(C=C1)OC(F)(F)F 4-[5-ethoxy-4-(4-trifluoromethoxy-phenyl)-pyrimidin-2-ylamino]-N-(2-methyl-5-morpholin-4-ylmethyl-phenyl)-benzamide